8,8-dimethyl-7-oxo-2-(5-(trifluoromethyl)isoxazole-3-carbonyl)-2-azaspiro[3.5]non-5-ene-6-carbonitrile CC1(C(C(=CC2(CN(C2)C(=O)C2=NOC(=C2)C(F)(F)F)C1)C#N)=O)C